tert-butyl-(S)-4-(4-((2-((2-methylpyrrolidin-1-yl)methyl)-1H-benzo[d]imidazol-5-yl)carbamoyl)phenethyl)piperazine tert-butyl-2-(6-(6-fluoropyridin-2-yl)isoquinolin-3-yl)acetate C(C)(C)(C)OC(CC=1N=CC2=CC=C(C=C2C1)C1=NC(=CC=C1)F)=O.C(C)(C)(C)N1CCN(CC1)CCC1=CC=C(C=C1)C(NC1=CC2=C(NC(=N2)CN2[C@H](CCC2)C)C=C1)=O